(S)-6-(6-chloro-2-((2-(1-methylpyrrolidin-2-yl)propan-2-yl)oxy)-4-(piperazin-1-yl)quinazolin-7-yl)-5-(trifluoromethyl)pyridin-2-amine ClC=1C=C2C(=NC(=NC2=CC1C1=C(C=CC(=N1)N)C(F)(F)F)OC(C)(C)[C@H]1N(CCC1)C)N1CCNCC1